N-(5-Chloro-1H-pyrrolo[3,2-b]pyridin-3-yl)-1-[2-(dimethylamino)ethyl]-6-phenoxy-1H-benzo[d]imidazole-2-amine diformate C(=O)O.C(=O)O.ClC1=CC=C2C(=N1)C(=CN2)NC2=NC1=C(N2CCN(C)C)C=C(C=C1)OC1=CC=CC=C1